FC1(CCN(CC1)C=1N=C(C2=C(N1)CCC2)N)F (4,4-difluoropiperidin-1-yl)-6,7-dihydro-5H-cyclopenta[d]pyrimidin-4-amine